CC(CC(=O)O)CCCC(=O)O 3-methyl-1,7-heptanedioic acid